COC(=O)C1=CN=C(C2=CN=C(C=C12)Cl)OC1CC1 6-chloro-1-cyclopropoxy-2,7-naphthyridine-4-carboxylic acid methyl ester